(S)-N-(7-chloro-6-((2S)-4-(4-(3R,4R)-hydroxy-3-methyltetrahydrofuran-3-yl)-2-methylpiperazin-1-yl)isoquinolin-3-yl)-6-oxaspiro[2.5]octane-1-carboxamide ClC1=C(C=C2C=C(N=CC2=C1)NC(=O)[C@H]1CC12CCOCC2)N2[C@H](CN(CC2)[C@@]2(COC[C@@H]2O)C)C